dimethyl-decalinol sodium palmitoyl-glycine salt C(CCCCCCCCCCCCCCC)(=O)NCC(=O)[O-].[Na+].CC1C(C2CCCCC2CC1)(O)C